Fluoro-5-(3-phenoxybenzamido)-[1,1'-biphenyl]-3-carboxylic acid FC1=C(C=C(C=C1C(=O)O)NC(C1=CC(=CC=C1)OC1=CC=CC=C1)=O)C1=CC=CC=C1